4-{3-[(3R)-3-tert-butylpiperazin-1-yl]-1,2,4-triazin-6-yl}-7-(1,2,3-triazol-2-yl)-1H-indazole C(C)(C)(C)[C@@H]1CN(CCN1)C=1N=NC(=CN1)C1=C2C=NNC2=C(C=C1)N1N=CC=N1